1H-PYRROLO[2,3-B]PYRIDINE-3,4-DICARBALDEHYDE N1C=C(C2=C1N=CC=C2C=O)C=O